COC1=C(C=CC=C1)C1CCCC=2N=C3N(C=CC=C3)C21 9-(2-methoxyphenyl)-6,7,8,9-tetrahydrobenzo[4,5]imidazo[1,2-a]pyridin